methyl 1H-pyrrolo[3,2-b]pyridine-7-carboxylate N1C=CC2=NC=CC(=C21)C(=O)OC